CC1=C(C=NN1C1CCC(CC1)NC)C=1C=C(C=2N(C1)N=CC2C#N)SC2=NC=CC=C2 6-(5-methyl-1-((1r,4r)-4-(methylamino)cyclohexyl)-1H-pyrazol-4-yl)-4-(pyridin-2-ylthio)pyrazolo[1,5-a]pyridine-3-carbonitrile